6-[(4-chloro-1H-indol-6-yl)amino]-4-[(3,4-dichlorophenyl)amino]pyridine-2-carbonitrile ClC1=C2C=CNC2=CC(=C1)NC1=CC(=CC(=N1)C#N)NC1=CC(=C(C=C1)Cl)Cl